(R)-2-(7-(piperidin-3-ylamino)furo[2,3-d]pyridazin-4-yl)-5-(trifluoromethyl)phenol N1C[C@@H](CCC1)NC=1N=NC(=C2C1OC=C2)C2=C(C=C(C=C2)C(F)(F)F)O